O[C@@H](C(=O)NC=1C=C2C=C(N(C2=CC1)C(=O)OC(C)(C)C)C(=O)OC(C)(C)C)CC1=CC=CC=C1 di-tertbutyl (R)-5-(2-hydroxy-3-phenylpropanamido)-1H-indol-1,2-diformate